CC1(CC1)N1C(C(N(C=C1)CC=1N=NC(=CC1)C1=NC=CC=C1)=O)=O 1-(1-methylcyclopropyl)-4-((6-(pyridin-2-yl)pyridazin-3-yl)methyl)-1,4-dihydropyrazine-2,3-dione